[Na].[Zn].[Ti].[Mn].[Ni] nickel-manganese-titanium-zinc-sodium